NCCCNCCNCCCNCC 1,5,8,12-tetraazatetradecane